N1CCC12CCN(CC2)C2=C(C=CC=C2F)NS(=O)(=O)C2=CC=C(C=C2)S(=O)(=O)N(C)C N4-(2-{1,7-diazaspiro[3.5]non-7-yl}-3-fluorophenyl)-N1,N1-dimethylbenzene-1,4-disulfonamide